O(C1=CC=CC=C1)C=1C=C2COC(C2=CC1)=O 5-PHENOXY-1(3H)ISOBENZOFURANON